C(C)(C)C=1C=C(C[C@@H]2N(CCC[C@@H]2NS(=O)(=O)C)C(=O)OC(C)C)C=CC1 isopropyl cis-2-(3-isopropylbenzyl)-3-((methylsulfonyl)amino)piperidine-1-carboxylate